FC=1C=C(C=CC1)C=1N=C(SCC1)N (3-fluorophenyl)-6H-1,3-thiazin-2-amine